C(C)(C)(C)OC(=O)N1C[C@H]([C@@H](CC1)NC1=CC=C(C=C1)F)OC (3R,4R)-4-(4-fluoroanilino)-3-methoxy-piperidine-1-carboxylic acid tert-butyl ester